di-tert-butyl 2-hydroxyterephthalate OC1=C(C(=O)OC(C)(C)C)C=CC(=C1)C(=O)OC(C)(C)C